3-(2-Boronoethyl)-2-hydroxy-6-{[1-(hydroxycarbamoyl)azetidin-3-yl]oxy}benzoic acid B(O)(O)CCC=1C(=C(C(=O)O)C(=CC1)OC1CN(C1)C(NO)=O)O